C(C=C)OCC(C(=O)OCCO)=C hydroxyethyl α-allyloxymethylacrylate